C(#C)C=1C(=C(C=C(C1)C)O)I 3-ethynyl-2-iodo-5-methyl-phenol